3-(5-(difluoromethyl)-1,3,4-thiadiazol-2-yl)-8-(4-(1-hydroxy-1-methyl-ethyl)-1-piperidyl)-N-(1-methylcyclopropyl)imidazo[1,5-a]pyridine-6-sulfonamide FC(C1=NN=C(S1)C1=NC=C2N1C=C(C=C2N2CCC(CC2)C(C)(C)O)S(=O)(=O)NC2(CC2)C)F